1-[bis(2-ethylhexyl)aminomethyl]-4-methylbenzotriazole C(C)C(CN(CC(CCCC)CC)CN1N=NC2=C1C=CC=C2C)CCCC